O[C@@](C#CC=1C2=C(C(N(C1)C)=O)NC(=C2C(=O)OCC)C)(C)C2=NC=CC=N2 ethyl 4-[(3R)-3-hydroxy-3-pyrimidin-2-yl-but-1-ynyl]-2,6-dimethyl-7-oxo-1H-pyrrolo[2,3-c]pyridine-3-carboxylate